tert-butyl (S)-4-((1S,3R)-3-((6-(2-((((1S,2S)-2-acetoxycyclopentyl)oxy)methyl)pyrimidin-5-yl)benzo[d]thiazol-2-yl)carbamoyl)cyclobutyl)-3-methylpiperazine-1-carboxylate C(C)(=O)O[C@@H]1[C@H](CCC1)OCC1=NC=C(C=N1)C1=CC2=C(N=C(S2)NC(=O)C2CC(C2)N2[C@H](CN(CC2)C(=O)OC(C)(C)C)C)C=C1